BrC1=CC=C2CCC=CC2=C1 7-bromo-3,4-dihydronaphthalen